4-((2-(1H-indazol-4-yl)-4-morpholinyl-thieno[3,2-d]pyrimidin-6-yl)methyl)-1-(cyclopropylmethyl)piperazin-2-one N1N=CC2=C(C=CC=C12)C=1N=C(C2=C(N1)C=C(S2)CN2CC(N(CC2)CC2CC2)=O)N2CCOCC2